C(C)N(C([S-])=S)CC.[Na+] Sodium N,N-Diethyldithiocarbamate